C(C=C)(=O)N1CC2(C1)CN(CC2)C2=C(C(=C1C(=N2)C(OC1)(C)C)C1=C2C=NNC2=CC=C1C)C#N 2-(2-acryloyl-2,6-diazaspiro[3.4]octan-6-yl)-7,7-dimethyl-4-(5-methyl-1H-indazol-4-yl)-5,7-dihydrofuro[3,4-b]pyridine-3-carbonitrile